(R)-1-(Oxetan-3-yl)-4-(pyrrolidin-3-yl)piperazine O1CC(C1)N1CCN(CC1)[C@H]1CNCC1